CC1=C(C(=O)P(C2=C(C=C(C=C2)OCCCCC)OCCCCC)(C(C2=C(C=C(C=C2C)C)C)=O)=O)C(=CC(=C1)C)C bis(2,4,6-trimethylbenzoyl)-2,4-dipentyloxyphenyl-phosphine oxide